C(C)(=O)[O-].C(C)(=O)[O-].C1(=CC=CC=C1)[IH+].C1(=CC=CC=C1)[IH+] Phenyl-Iodonium Di-Acetate